COC(=O)C1=NNC=2C1=NC(=CC2)C(C)C 5-isopropyl-1H-pyrazolo[4,3-b]Pyridine-3-carboxylic acid methyl ester